1-[4-nitro-2-(trifluoromethyl)phenyl]ethanone [N+](=O)([O-])C1=CC(=C(C=C1)C(C)=O)C(F)(F)F